diphenylmethyldiethoxysilane C1(=CC=CC=C1)C(C1=CC=CC=C1)[SiH](OCC)OCC